C(C)(C)(C)NS(=O)(=O)C1=CC(=CC=C1)NC1=NC(=NC=C1C)NC1=CC=C(C=C1)N1CCC(CC1)N(C)CC1=C(C=NC=C1)N1C(NC(CC1)=O)=O N-(tert-butyl)-3-((2-((4-(4-(((3-(2,4-dioxotetrahydropyrimidin-1(2H)-yl)pyridin-4-yl)methyl)(methyl)amino)piperidin-1-yl)phenyl)amino)-5-methylpyrimidin-4-yl)amino)benzenesulfonamide